FC1=CC=C(C(=O)O)C=C1.C(N)(OCC(CC1=CC=CC=C1)N)=O 2-amino-3-phenylpropyl carbamate 4-Fluorobenzoate salt